1-(3-chlorophenyl)-3-(2,4-dioxo-1,2,3,4-tetrahydropyrimidin-5-yl)urea ClC=1C=C(C=CC1)NC(=O)NC=1C(NC(NC1)=O)=O